COCC(=O)Cl Methoxymethyl-carbonyl chloride